CC(=CC(=O)O)C.C(CCCCC)C(CCOC(CCCCCCCC(CCCCCCCCCCCC)N=C=S)=O)CCCCCC.C(C1=CC=CC=C1)S(=O)(=O)N[C@H](C(=O)NN(CCC(=O)N)C(C(F)Cl)=O)CC1CC1 3-[[[(2S)-2-(Benzylsulfonylamino)-3-cyclopropyl-propanoyl]amino]-(2-chloro-2-fluoro-acetyl)amino]propanamide 3-hexylnonyl-9-isothiocyanatohenicosanoate (trans)-3-methyl-2-butenoate